(S)-3-(3-oxo-5-(3-(trifluoromethyl)phenyl)-6,7-dihydro-3H-pyrrolo[2,1-c][1,2,4]triazol-2(5H)-yl)bicyclo[1.1.1]pentane-1-carbonitrile O=C1N2C(=NN1C13CC(C1)(C3)C#N)CC[C@H]2C2=CC(=CC=C2)C(F)(F)F